tin-aluminum-gallium [Ga].[Al].[Sn]